1-(3-(7-(1-(2-(azetidin-1-yl)ethyl)-1H-pyrazol-4-yl)-3-(4-(trifluoromethyl)phenyl)-1H-pyrazolo[4,3-b]pyridin-1-yl)azetidin-1-yl)-2-fluoroprop-2-en-1-one N1(CCC1)CCN1N=CC(=C1)C1=C2C(=NC=C1)C(=NN2C2CN(C2)C(C(=C)F)=O)C2=CC=C(C=C2)C(F)(F)F